O1CCN(CC1)CCOC1=CC=C(C=C1)C=1N=NN(C1)C1=CC=C(N)C=C1 4-(4-(4-(2-morpholinoethoxy)phenyl)-1H-1,2,3-triazol-1-yl)aniline